ethyl 2-[(3S)-1-(2-ethyl-6-{1-methyl-5-[(2-oxo-5-propyl-1,2-dihydropyridin-1-yl)methyl]-1H-1,2,3-triazol-4-yl}pyridin-3-yl)-6-oxopiperidin-3-yl]acetate C(C)C1=NC(=CC=C1N1C[C@@H](CCC1=O)CC(=O)OCC)C=1N=NN(C1CN1C(C=CC(=C1)CCC)=O)C